oxo-N,β-diphenylbenzenebutanamide O=C(C(=O)NC1=CC=CC=C1)C(CC1=CC=CC=C1)C1=CC=CC=C1